3-(2-(cyclopent-1-en-1-yl)phenyl)-N-(2-(difluoromethoxy)-6-methylpyridin-3-yl)azetidine-3-carboxamide C1(=CCCC1)C1=C(C=CC=C1)C1(CNC1)C(=O)NC=1C(=NC(=CC1)C)OC(F)F